2,2'-bithiophene-5-methanamine hydroiodide I.S1C(=CC=C1CN)C=1SC=CC1